6-Oxo-N-(4-((4-(4-(trifluoromethyl)piperidin-1-yl)phenyl)amino)benzyl)piperidine-3-carboxamide O=C1CCC(CN1)C(=O)NCC1=CC=C(C=C1)NC1=CC=C(C=C1)N1CCC(CC1)C(F)(F)F